phenylruthenium chloride C1(=CC=CC=C1)[Ru](Cl)Cl